C(C)(C)(C)O[Ba] t-butoxybarium